(R)-1-(4-fluoro-4-(4-((1-(2-methyl-3-(trifluoromethyl)phenyl)ethyl)-amino)pyrido[3,4-d]pyrimidin-6-yl)piperidin-1-yl)ethan-1-one FC1(CCN(CC1)C(C)=O)C1=CC2=C(N=CN=C2N[C@H](C)C2=C(C(=CC=C2)C(F)(F)F)C)C=N1